C(C)(C)(C)C1=CC=C(C=C1)C1=CC=C2C=CNC2=C1 6-(4-tert-butylphenyl)-1H-indole